1-(tert-butyl) 3-methyl 3-(2-methoxypyridin-3-yl)piperidine-1,3-dicarboxylate COC1=NC=CC=C1C1(CN(CCC1)C(=O)OC(C)(C)C)C(=O)OC